5-(((1s,4s)-4-(4-cyanophenoxy)cyclohexyl)oxy)pyridinecarbonitrile C(#N)C1=CC=C(OC2CCC(CC2)OC=2C=CC(=NC2)C#N)C=C1